N1C=CC2=C1CNCC2=O 5H,6H,7H-pyrrolo[2,3-c]pyridine-4-on